(S)-2-(3-((6-(((S)-1-(4-(tert-butyl)phenyl)ethyl)carbamoyl)-1,2-dimethyl-1H-indol-3-yl)methyl)-5-chlorophenoxy)propanoic acid C(C)(C)(C)C1=CC=C(C=C1)[C@H](C)NC(=O)C1=CC=C2C(=C(N(C2=C1)C)C)CC=1C=C(O[C@H](C(=O)O)C)C=C(C1)Cl